{4-[(6,7-dimethoxyquinolin-4-yl)oxy]-3-fluorophenyl}(imino)methyl-λ6-sulfanone COC=1C=C2C(=CC=NC2=CC1OC)OC1=C(C=C(C=C1)[SH2](=O)C=N)F